CCCC(=O)NCCC N-Propylbutanamide